C1=C(C=CC2=CC=CC=C12)CN(C=O)C1=C(C=CC=C1)C#CC=1C=CC(=NC1)C(=O)O 5-[2-(2-{N-[(naphthalen-2-yl)methyl]formamido}phenyl)ethynyl]-pyridine-2-carboxylic acid